C1(=CC=CC=C1)P(C=1C=C(C=CC1)S(=O)(=O)O)C1=CC=CC=C1 3-(Diphenylphosphino)benzenesulfonic acid